O=C1NC(CCC1NC1=CC(=C(C=C1)N1CCN(CC1)C1CCN(CC1)C(=O)O[C@@H]1CC[C@H](CC1)NC1=NC=C(C(=N1)C1=CC(=CC=C1)N1C(COCC1)=O)F)F)=O trans-4-((5-fluoro-4-(3-(3-oxomorpholino)phenyl)pyrimidin-2-yl)amino)cyclohexyl 4-(4-(4-((2,6-dioxopiperidin-3-yl)amino)-2-fluorophenyl)piperazin-1-yl)piperidine-1-carboxylate